C(C1=CC=CC=C1)OC(=O)C=1C(=NOC1C1CC1)C1=C(N(C=2N=CN=C(C21)Cl)COCC[Si](C)(C)C)C 3-(4-chloro-6-methyl-7-((2-(trimethylsilyl)ethoxy)methyl)-7H-pyrrolo[2,3-d]pyrimidin-5-yl)-5-cyclopropylisoxazole-4-carboxylic acid benzyl ester